OC1(CC(C1)C(=O)N1CC2(CC(C2)C2=CC(=CC=C2)C(C)C)CC1)C ((1s,3s)-3-Hydroxy-3-methylcyclobutyl)(2-(3-isopropylphenyl)-6-azaspiro[3.4]octan-6-yl)methanone